1,3-bis(prop-2-enoxy)-2,2-bis(prop-2-enoxymethyl)propane C(C=C)OCC(COCC=C)(COCC=C)COCC=C